tert-butyl (2R,3S,4S)-4-[(tert-butoxycarbonyl)oxy]-3-{[(2-{[2-(ethylamino)-3,4-dioxocyclobut-1-en-1-yl]amino}ethyl)carbamoyl]oxy}-2-[(4-methoxyphenyl)methyl]pyrrolidine-1-carboxylate C(C)(C)(C)OC(=O)O[C@@H]1[C@H]([C@H](N(C1)C(=O)OC(C)(C)C)CC1=CC=C(C=C1)OC)OC(NCCNC1=C(C(C1=O)=O)NCC)=O